C(C1=CC=CC=C1)OC(=O)NCCOC=1C=C(C(=O)OCC)C=CC1 ethyl 3-(2-(((benzyloxy)carbonyl)amino)ethoxy)benzoate